CC1=NC2=C3N=C(C=C(C3=CC=C2C(=C1)C1=CC=C(C=C1)OCCCCCCN(C)C)C1=CC=C(C=C1)OCCCCCCN(C)C)C 6,6'-{(2,9-dimethyl-1,10-phenanthrolin-4,7-diyl)bis[(4,1-phenylene)oxy]}bis(N,N-dimethylhexan-1-amine)